N=1N2C(=C(C1)C(CN(S(=O)(=O)C1=CC=C(C=C1)C)CCO)=O)CCC2 N-[2-(5,6-dihydro-4H-pyrrolo[1,2-b]pyrazol-3-yl)-2-oxo-ethyl]-N-(2-hydroxyethyl)-4-methyl-benzenesulfonamide